N-[[6-[(1-Phenylpyrazol-4-yl)methoxy]-2-pyridyl]sulfonyl]-2-(2,2,4-trimethylpyrrolidin-1-yl)pyridin-3-carboxamid C1(=CC=CC=C1)N1N=CC(=C1)COC1=CC=CC(=N1)S(=O)(=O)NC(=O)C=1C(=NC=CC1)N1C(CC(C1)C)(C)C